ClC1=C(C=CC=C1CNC1CCOCC1)N1C=NC(=C1)C1=NC(=NC=C1C(F)(F)F)NC1CCN(CC1)S(=O)(=O)C 4-(1-(2-Chloro-3-(((tetrahydro-2H-pyran-4-yl)amino)methyl)phenyl)-1H-imidazol-4-yl)-N-(1-(methylsulfonyl)piperidin-4-yl)-5-(trifluoromethyl)pyrimidin-2-amine